6-((1R,3s,5S)-8-((2-Methyl-6-(trifluoromethyl)pyridin-3-yl)sulfonyl)-8-azabicyclo[3.2.1]octan-3-yl)-2-oxa-6-azaspiro[3.3]heptane CC1=NC(=CC=C1S(=O)(=O)N1[C@H]2CC(C[C@@H]1CC2)N2CC1(COC1)C2)C(F)(F)F